2-bromo-1-[3-(2,4-dichlorophenyl)-1,2-oxazol-5-yl]ethanone BrCC(=O)C1=CC(=NO1)C1=C(C=C(C=C1)Cl)Cl